C(C)(C)(CC)OC t-amylmethyl ether